[Si]([O-])([O-])([O-])[O-].[Ca+2].[Mg+2] magnesium-calcium silicate